[N+](=O)([O-])C1=C(C=CC(=C1)C(=O)O)Cl 2-Nitro-4-carboxyl-chlorobenzene